(2S,4R)-1-[(2S)-2-[4-[(4-acetylphenoxy)methyl]triazol-1-yl]-3,3-dimethyl-butanoyl]-4-hydroxy-N-methyl-pyrrolidine-2-carboxamide C(C)(=O)C1=CC=C(OCC=2N=NN(C2)[C@H](C(=O)N2[C@@H](C[C@H](C2)O)C(=O)NC)C(C)(C)C)C=C1